3-(5-(((3R,4S)-4-(4-amino-3-(4-phenoxyphenyl)-1H-pyrazolo[3,4-d]pyrimidin-1-yl)-3-fluoropiperidin-1-yl)methyl)-6-fluoro-1-oxoisoindolin-2-yl)piperidine-2,6-dione NC1=C2C(=NC=N1)N(N=C2C2=CC=C(C=C2)OC2=CC=CC=C2)[C@@H]2[C@@H](CN(CC2)CC=2C=C1CN(C(C1=CC2F)=O)C2C(NC(CC2)=O)=O)F